ethyl 2-(N-(4-((2-(4,4-difluoropiperidin-1-yl)pyridin-4-yl)carbamoyl)-3-(4,4-dimethyl-1,4-azasilinan-1-yl)phenyl)sulfamoyl)acetate FC1(CCN(CC1)C1=NC=CC(=C1)NC(=O)C1=C(C=C(C=C1)NS(=O)(=O)CC(=O)OCC)N1CC[Si](CC1)(C)C)F